(1S,3R,6S,8R,12R,15R,16R,18S)-15-[(2R)-4-[(2R)-3,3-dimethyloxiran-2-yl]-4-oxobutan-2-yl]-6,18-dihydroxy-7,7,12,16-tetramethylpentacyclo[9.7.0.01,3.03,8.012,16]octadec-10-en-14-one CC1([C@@H](O1)C(C[C@@H](C)[C@H]1C(C[C@]2(C3=CC[C@H]4C([C@H](CC[C@@]45C[C@]53[C@H](C[C@]12C)O)O)(C)C)C)=O)=O)C